C(C)C1=C2C=CC(=CC2=CC=C1)O 5-ethylnaphthalene-2-ol